(4-((2R,3S,4S,5R)-3-(3,4-difluoro-2-methoxyphenyl)-4,5-dimethyl-5-(trifluoromethyl)tetrahydrofuran-2-ylamino)-2-(methoxycarbonyl)phenyl)boronic acid FC=1C(=C(C=CC1F)[C@H]1[C@@H](O[C@]([C@H]1C)(C(F)(F)F)C)NC1=CC(=C(C=C1)B(O)O)C(=O)OC)OC